C1=C(C=CC2=CC(=CC=C12)S(=O)(=O)[O-])S(=O)(=O)[O-].[Na+].[Na+] sodium 2,6-naphthalenedisulfonate